methyl 2-fluoro-4-methyl-5-[8-(morpholin-4-yl)imidazo[1,2-b]pyridazin-6-yl]benzoate FC1=C(C(=O)OC)C=C(C(=C1)C)C=1C=C(C=2N(N1)C=CN2)N2CCOCC2